ClC1=CC=C(C=N1)CN(CC(F)F)C=1C(OCC1)=O (((6-Chloropyridin-3-yl)methyl)(2,2-difluoroethyl)amino)furan-2(5H)-on